BrC=1C=C(C=CC1OC(F)(F)F)N1C=NC(=C1)N 1-(3-bromo-4-(trifluoromethoxy)phenyl)-1H-imidazol-4-amine